Cyclopropanon C1(CC1)=O